(1E)-2-(3-chloro-1,2-oxazol-5-yl)ethen ClC1=NOC(=C1)C=C